(3-chloropropoxy)-2-methyl-quinazoline ClCCCOC1=NC(=NC2=CC=CC=C12)C